BrC1=CC=C2C(N(C(NC2=C1)N(C)C)C1CCN(C2(CC2)C1)C(=O)OC(C)(C)C)=O Tert-butyl 7-(7-bromo-2-(dimethylamino)-4-oxo-1,4-dihydroquinazolin-3(2H)-yl)-4-azaspiro[2.5]octane-4-carboxylate